1-Butyl-5-(diaminomethylene)-3-(2-(3-methyl-5-oxo-1,5-dihydro-4H-1,2,4-triazol-4-yl)spiro[3.5]nonan-7-yl)pyrimidine-2,4,6(1H,3H,5H)-trione C(CCC)N1C(N(C(C(C1=O)=C(N)N)=O)C1CCC2(CC(C2)N2C(=NNC2=O)C)CC1)=O